N-(3-(2-hydroxypropan-2-yl)pyrazolo[1,5-a]pyridin-2-yl)-3,3-dimethylbutanamide OC(C)(C)C=1C(=NN2C1C=CC=C2)NC(CC(C)(C)C)=O